CC(CC)CC(CC)C 3,5-DIMETHYL-HEPTANE